The molecule is a carboxamide that is the N-dichloroacetyl derivative of (1R,2S)-2-amino-3-fluoro-1-[4-(methanesulfonyl)phenyl]propan-1-ol. A synthetic veterinary antibiotic that is used for treatment of bovine respiratory disease and foot rot; also used in aquaculture. It has a role as an antimicrobial agent. It is a sulfone, a secondary alcohol, an organofluorine compound, an organochlorine compound and a secondary carboxamide. It derives from a dichloroacetic acid. CS(=O)(=O)C1=CC=C(C=C1)[C@H]([C@@H](CF)NC(=O)C(Cl)Cl)O